(S)-3-(4-(4-acetylpiperazin-1-yl)phenyl)-2-aminopropionic acid C(C)(=O)N1CCN(CC1)C1=CC=C(C=C1)C[C@@H](C(=O)O)N